NCCCC(=O)NCCNCC=1C=CC(=NC1)C(=O)NC=1C(=C(C=CC1)C1=C(C(=CC=C1)NC(=O)C1=CC=C(C=N1)CN1[C@@H](CCCC1)C(=O)OC)Cl)C methyl (S)-1-((6-((3'-(5-(((2-(4-aminobutanamido)ethyl)amino) methyl) picolinamido)-2-chloro-2'-methyl-[1,1'-biphenyl]-3-yl)carbamoyl)pyridin-3-yl)methyl)piperidine-2-carboxylate